tert-butyl (3-((3-fluoro-5-(4,4,5,5-tetramethyl-1,3,2-dioxaborolan-2-yl)phenyl)sulfonyl)-5-(4,4,5,5-tetramethyl-1,3,2-dioxaborolan-2-yl)benzoyl)glycinate FC=1C=C(C=C(C1)B1OC(C(O1)(C)C)(C)C)S(=O)(=O)C=1C=C(C(=O)NCC(=O)OC(C)(C)C)C=C(C1)B1OC(C(O1)(C)C)(C)C